C(C)(C)(C)OC(=O)N=C(N)NC(=O)OC(C)(C)C 2,3-bis(tert-butoxycarbonyl)guanidine